(1-(4-((4-([1,2,4]triazolo[1,5-a]pyridin-7-yloxy)-3-methylphenyl)amino)-7-bromopyrido[3,2-d]pyrimidin-6-yl)-4-((2-nitrophenyl)sulfonyl)-1,4-diazepan-6-yl)methanol N=1C=NN2C1C=C(C=C2)OC2=C(C=C(C=C2)NC=2C1=C(N=CN2)C=C(C(=N1)N1CCN(CC(C1)CO)S(=O)(=O)C1=C(C=CC=C1)[N+](=O)[O-])Br)C